CN1N=C(C=C1)COC=1C=C2CNC(C2=CC1C1=CC2=CN(N=C2C=C1)C)=O 5-((1-methyl-1H-pyrazol-3-yl)methoxy)-6-(2-methyl-2H-indazol-5-yl)isoindolin-1-one